BrC=1C=C(C=NC1)COC=1C=C2CN(C(C2=CC1)=O)C1CCCC1 5-((5-bromopyridin-3-yl)methoxy)-2-cyclopentylisoindolin-1-one